FC(C(=O)O)(F)F.C1(CC1)NC1CCN(CC1)C=1C2=CN(N=C2C(=CC1)C(=O)NC=1N=C2N(C=C(N=C2CN(S(=O)(=O)C)C)C)C1)C 4-(4-(cyclopropylamino)piperidin-1-yl)-2-methyl-N-(6-methyl-8-((N-methylmethylsulfonamido)methyl)imidazo[1,2-a]pyrazin-2-yl)-2H-indazole-7-carboxamide 2,2,2-trifluoroacetate